Di-tert-amyl peroxide C(C)(C)(CC)OOC(C)(C)CC